3-methyl-4-(4,4,5,5-tetramethyl-1,3,2-dioxaborolan-2-yl)phenol CC=1C=C(C=CC1B1OC(C(O1)(C)C)(C)C)O